FC1(C=2N(CCC1)N=C(C2)NC=2N(C=1C(=NC=C(C1C#N)OC=1C=NN3C1C=CC=C3)N2)C)F 2-((4,4-difluoro-4,5,6,7-tetrahydropyrazolo[1,5-a]pyridin-2-yl)amino)-1-methyl-6-(pyrazolo[1,5-a]pyridin-3-yloxy)-1H-imidazo[4,5-b]pyridine-7-carbonitrile